4-(6-(Diethylamino)-4-methylpyridinamido)benzoic acid C(C)N(C1=CC(=CC(=N1)C(=O)NC1=CC=C(C(=O)O)C=C1)C)CC